NC1=NC(=CC(=N1)C=1C(=C(C#N)C=CC1)C)C=1N=NN(C1)CC=1C=C2N(N1)C(CC2F)(C)C 3-(2-amino-6-(1-((4-fluoro-6,6-dimethyl-5,6-dihydro-4H-pyrrolo[1,2-b]pyrazol-2-yl)methyl)-1H-1,2,3-triazol-4-yl)pyrimidin-4-yl)-2-methylbenzonitrile